FC(C(=O)O)(F)F.C1(CC1)[C@H](C)N1C(C2=C(C=C(C=C2C1)C1=CC(=NC=C1)C=1NC(=C(N1)C)C)S(=O)(=O)C)=O (S)-2-(1-Cyclopropylethyl)-5-(2-(4,5-dimethyl-1H-imidazol-2-yl)pyridin-4-yl)-7-(methylsulfonyl)isoindolin-1-one, Trifluoroacetate Salt